1-(4-(2-((tert-butyldimethylsilyl)oxy)ethoxy)-2-isopropylpyridin-3-yl)-7-chloro-6-fluoroquinazolin-2,4(1H,3H)-dione [Si](C)(C)(C(C)(C)C)OCCOC1=C(C(=NC=C1)C(C)C)N1C(NC(C2=CC(=C(C=C12)Cl)F)=O)=O